Methyl (Z)-1-(4-amino-2-fluorobut-2-en-1-yl)-4-(4-(N-(tert-butyl)sulfamoyl)phenyl)-2-methyl-1H-benzo[d]imidazole-6-carboxylate NC\C=C(\CN1C(=NC2=C1C=C(C=C2C2=CC=C(C=C2)S(NC(C)(C)C)(=O)=O)C(=O)OC)C)/F